(2R)-1-[(3,7-dimethyloctyl)oxy]-N,N-dimethyl-3-[(9Z,12Z)-octadecane-9,12-dien-1-yloxy]propan-2-amine CC(CCOC[C@@H](COCCCCCCCC\C=C/C\C=C/CCCCC)N(C)C)CCCC(C)C